5-Fluoro-7-((1-isobutyrylpiperidin-4-yl)methoxy)-2-(((tetrahydro-2H-pyran-4-yl)thio)methyl)quinazolin-4(3H)-one FC1=C2C(NC(=NC2=CC(=C1)OCC1CCN(CC1)C(C(C)C)=O)CSC1CCOCC1)=O